(3r,4r)-1-(5,6-difluoro-1-(4-(1H-1,2,4-triazol-1-yl)benzyl)-1H-benzoimidazol-2-yl)-4-fluoro-3-piperidinamine FC1=CC2=C(N(C(=N2)N2C[C@H]([C@@H](CC2)F)N)CC2=CC=C(C=C2)N2N=CN=C2)C=C1F